2,2-di(ethylferrocenyl)propane C(C)C=1[C-](C=CC1)C(C)(C)[C-]1C(=CC=C1)CC.[CH-]1C=CC=C1.[Fe+2].[CH-]1C=CC=C1.[Fe+2]